(4R)-N-{6,7-dimethoxy-1H,2H,3H-cyclopenta[b]quinolin-9-yl}-1-methylazepan-4-amine-2HCl Cl.Cl.COC=1C(=CC=2C(=C3C(=NC2C1)CCC3)N[C@H]3CCN(CCC3)C)OC